(2-(benzyloxy)-5-(2-((S)-2-methylazetidin-1-yl)-6,7-dihydro-5H-cyclopenta[d]pyrimidin-4-yl)phenyl)(imino)(methyl)-λ6-sulfanone C(C1=CC=CC=C1)OC1=C(C=C(C=C1)C=1C2=C(N=C(N1)N1[C@H](CC1)C)CCC2)S(=O)(C)=N